C(CC(C)C)NC1=NC(=NC(=N1)N(C1=CC=CC=C1)C=1OC2=C(N1)C=CC=C2)NCCC(C)C bis-isopentylbenzoxazolylphenyl-melamine